C(C)(C)(C)OC(=O)N1[C@@H]2C([C@@H]([C@H]([C@H]1C(=O)OCC1=CC=CC=C1)CC2)O)CC2CC2 (1S,3S,4S,5S)-6-(cyclopropylmethyl)-5-hydroxy-2-azabicyclo[2.2.2]octane-2,3-dicarboxylic acid 3-benzyl ester 2-tert-butyl ester